3-(2-chloro-3-((N-methylsulfamoyl) amino) benzyl)-4-(chloromethyl)-2-oxo-2H-benzopyran-7-yl dimethylcarbamate CN(C(OC1=CC2=C(C(=C(C(O2)=O)CC2=C(C(=CC=C2)NS(NC)(=O)=O)Cl)CCl)C=C1)=O)C